C(C)OC=1C=C(C=CC1)N1N=C(C=C1C(C(C)(C)C)O)NC1=C(C(=O)O)C=C(C=N1)C=1SC=CC1 2-((1-(3-ethoxyphenyl)-5-(1-hydroxy-2,2-dimethylpropyl)-1H-pyrazol-3-yl)amino)-5-(thiophen-2-yl)nicotinic acid